2-(2-chlorophenyl)-N-(4-(((5-fluoropyridin-2-yl)oxy)methyl)-3-sulfamylphenyl)acetamide ClC1=C(C=CC=C1)CC(=O)NC1=CC(=C(C=C1)COC1=NC=C(C=C1)F)S(N)(=O)=O